N1-hydroxy-1-(o-tolyl)cyclopropane-1-carboximidamide ONC(=N)C1(CC1)C1=C(C=CC=C1)C